C(C)(C)(C)OC(NCCCC=1SC(=C(N1)C1=C(C(=CC=C1)NS(=O)(=O)C1=C(C=CC(=C1)F)F)F)C1=NC(=NC=C1)NC(C)=O)=O (3-{5-(2-Acetylaminopyrimidin-4-yl)-4-[3-(2,5-difluorobenzenesulfonylamino)-2-fluorophenyl]-thiazol-2-yl}-propyl)-carbamic acid tert-butyl ester